quater-pyridine N1=C(C=CC=C1)C1=NC=CC=C1C1=NC=CC=C1C1=NC=CC=C1